3-(3-((6-((3-chlorobenzyl)oxy)pyridin-3-yl)methyl)isoxazol-5-yl)pyridin ClC=1C=C(COC2=CC=C(C=N2)CC2=NOC(=C2)C=2C=NC=CC2)C=CC1